C(CCC)[C@@H]1NS(C2=C(N(C1)C1=CC=CC=C1)C=C(C(=C2)O\C=C(\C(=O)O)/F)SCC)(=O)=O (S)-(Z)-3-((3-butyl-7-(ethylsulfanyl)-1,1-dioxido-5-phenyl-2,3,4,5-tetrahydro-1,2,5-benzothiadiazepin-8-yl)oxy)-2-fluoroacrylic acid